2-fluoro-N-[2-[4-(methylcarbamoyl)phenyl]thieno[3,2-c]pyridin-4-yl]-N-[(3R)-3-piperidyl]-4-(triazolo[4,5-b]pyridin-3-yl)benzamide FC1=C(C(=O)N([C@H]2CNCCC2)C2=NC=CC3=C2C=C(S3)C3=CC=C(C=C3)C(NC)=O)C=CC(=C1)N1N=NC=3C1=NC=CC3